(3R)-1,3-dimethylpiperazine CN1C[C@H](NCC1)C